[NH+]1(N=NC2=C1C=CC=C2)[O-] 1H-benzotriazole-1-oxide